1-tert-butyl-4-(methylsulfinyl)benzene C(C)(C)(C)C1=CC=C(C=C1)S(=O)C